NCCNC(C1=C(C(=CC(=C1)Cl)NS(=O)(=O)C1=C(C=CC(=C1)Br)OC)O)=O N-(2-Aminoethyl)-3-((5-bromo-2-methoxyphenyl)sulfonamido)-5-chloro-2-hydroxybenzamide